NC1=CC(=C2N3CCC[C@H]3CCCCCC(C3=NN=C(C1=N2)O3)(O)C(F)(F)F)C3CCCCC3 (12R)-20-amino-18-cyclohexyl-6-(trifluoromethyl)-22-oxa-3,4,16,21-tetraazatetracyclo[15.3.1.12,5.012,16]docosa-1(21),2,4,17,19-pentaen-6-ol